4-Ethyl-6-((5-fluoro-4-(4-fluoro-2-methoxyphenyl)pyrimidin-2-yl)amino)-8-((4-isobutyrylpiperazin-1-yl)methyl)-2H-benzo[b][1,4]oxazin-3(4H)-one C(C)N1C2=C(OCC1=O)C(=CC(=C2)NC2=NC=C(C(=N2)C2=C(C=C(C=C2)F)OC)F)CN2CCN(CC2)C(C(C)C)=O